CN(S(=O)(=O)C1=CC=C(C=C1)C)C1=CC=C(C=C1)C(S(=O)(=O)F)NC (4-(N,4-dimethylphenylsulfonamido)phenyl)(methyl)aminomethylsulfonyl fluoride